2-(3'-chloro-5'-cyano-[1,1'-biphenyl]-3-yl)acetic acid ClC=1C=C(C=C(C1)C#N)C1=CC(=CC=C1)CC(=O)O